benzyl ((S)-(3-(cyclopropyl(methyl)amino)-2-(((3R,5R)-2-oxo-5-(trifluoromethyl)piperidin-3-yl)methyl)imidazo[1,2-b][1,2,4]triazin-6-yl)(4,4-difluorocyclohexyl)methyl)carbamate C1(CC1)N(C1=NC=2N(N=C1C[C@@H]1C(NC[C@@H](C1)C(F)(F)F)=O)C=C(N2)[C@H](C2CCC(CC2)(F)F)NC(OCC2=CC=CC=C2)=O)C